CC=1C=CC2=C(N=C(O2)C=2C=C(C=CC2)NC(CC2=CC(=CC=C2)C(F)(F)F)=O)C1 N-(3-(5-methylbenzo[d]oxazol-2-yl)phenyl)-2-(3-(trifluoromethyl)phenyl)acetamide